4-(1H-benzimidazol-4-yl)-1,4-thiazinane 1,1-dioxide N1C=NC2=C1C=CC=C2N2CCS(CC2)(=O)=O